(Z)-1-(3-(4-(dimethylamino)-2-isopropylphenyl)-4-oxothiazolidin-2-ylidene)-3-(2-methyl-4-(1-(4-(trifluoromethoxy)phenyl)-1H-1,2,4-triazol-3-yl)phenyl)urea CN(C1=CC(=C(C=C1)N1/C(/SCC1=O)=N/C(=O)NC1=C(C=C(C=C1)C1=NN(C=N1)C1=CC=C(C=C1)OC(F)(F)F)C)C(C)C)C